C(=O)C1=CC=C2C=NN=C(C2=C1)N1CC2(C1)CCN(CC2)C(=O)OC(C)(C)C tert-butyl 2-(7-formylphthalazin-1-yl)-2,7-diazaspiro[3.5]nonane-7-carboxylate